methyl (2S)-2-[[(1S)-2-(4-methoxy-1H-indole-2-carbonyl)-3,4-dihydro-1H-isoquinoline-1-carbonyl]amino]-3-[(3S)-2-oxopyrrolidin-3-yl]propanoate COC1=C2C=C(NC2=CC=C1)C(=O)N1[C@@H](C2=CC=CC=C2CC1)C(=O)N[C@H](C(=O)OC)C[C@H]1C(NCC1)=O